C1=CN=C2N1C1=CC=CC=C1NC2=O Imidazo[1,2-a]Quinoxaline-4(5H)-on